2-chloropent-3-en ClC(C)C=CC